syn-2-benzyl 1-(tert-butyl) (2R,4S)-4-azido-2-(4-(4,4,5,5-tetramethyl-1,3,2-dioxaborolan-2-yl)butyl)piperidine-1,2-dicarboxylate N(=[N+]=[N-])[C@@H]1C[C@@](N(CC1)C(=O)OC(C)(C)C)(C(=O)OCC1=CC=CC=C1)CCCCB1OC(C(O1)(C)C)(C)C